FC1=C(CC=2C=3N(C=C(N2)C2=NC(=NN2)C(C(F)(F)F)(F)F)C=CN3)C=CC=C1 8-(2-Fluorobenzyl)-6-(3-(perfluoroethyl)-1H-1,2,4-triazol-5-yl)imidazo[1,2-a]pyrazine